Cl.CN(C(CN1N=CC(=C1)NC(=O)[C@H]1C[C@@H](CC1)OC1=CC=CC=C1)=O)CCOC1=CC=C(C=C1)C (1R,3R)-N-(1-(2-(methyl(2-(p-tolyloxy)ethyl)amino)-2-oxoethyl)-1H-pyrazol-4-yl)-3-phenoxycyclopentanecarboxamide hydrochloride